1-(5-bromo-7-cyclopropyl-6-fluoro-1H-benzo[d][1,2,3]triazol-1-yl)-2-methylpropan-2-ol BrC1=CC2=C(N(N=N2)CC(C)(O)C)C(=C1F)C1CC1